(2-benzyl-8-(pyridin-4-ylmethyl)-2,8-diazaspiro[4.5]decan-4-yl)methanol C(C1=CC=CC=C1)N1CC2(C(C1)CO)CCN(CC2)CC2=CC=NC=C2